7-cyclopropyl-2-(ethylsulfonyl)-3-(6-(2,2,3,3,3-pentafluoropropoxy)pyridazin-3-yl)pyrazolo[1,5-a]pyrimidine C1(CC1)C1=CC=NC=2N1N=C(C2C=2N=NC(=CC2)OCC(C(F)(F)F)(F)F)S(=O)(=O)CC